(4S,4''R,5''R)-1'-chloro-3-(3-(difluoromethoxy)-5-(trifluoromethyl)pyridin-2-yl)-4'',5''-dimethyl-6',7'-dihydrodispiro[oxazolidine-4,5'-isoquinoline-8',2''-[1,3]dioxolan]-2-one ClC1=NC=CC=2[C@]3(CCC4(O[C@@H]([C@H](O4)C)C)C12)N(C(OC3)=O)C3=NC=C(C=C3OC(F)F)C(F)(F)F